4-methyl-2-(6-(trifluoromethyl)pyridin-3-yl)thiazole-5-carboxylic acid CC=1N=C(SC1C(=O)O)C=1C=NC(=CC1)C(F)(F)F